(2,6-Dichloropyridin-4-yl)methyl (S)-2-amino-4-(pyridin-4-yl)butanoate dihydrochloride Cl.Cl.N[C@H](C(=O)OCC1=CC(=NC(=C1)Cl)Cl)CCC1=CC=NC=C1